1-[5-(trifluoromethyl)pyridin-2-yl]piperidine-4-carboxylic acid FC(C=1C=CC(=NC1)N1CCC(CC1)C(=O)O)(F)F